[Si](C)(C)(C(C)(C)C)OC1CCN(C2=C(C(=CN=C12)C=1C=C2C=C(N=CC2=C(C1F)Cl)NC(=O)OC1CCOCC1)C)C(=O)OC(C)(C)C tert-butyl 4-[tert-butyl (dimethyl)silyl]oxy-7-[8-chloro-7-fluoro-3-(tetrahydropyran-4-yloxycarbonylamino)-6-isoquinolyl]-8-methyl-3,4-dihydro-2H-1,5-naphthyridine-1-carboxylate